4-[4-(tert-butoxycarbonyl)piperazin-1-yl]-2-(oxetan-3-yl)indazole-7-carboxylic acid C(C)(C)(C)OC(=O)N1CCN(CC1)C=1C2=CN(N=C2C(=CC1)C(=O)O)C1COC1